5-fluoro-2-methyl-N1-(3-(trifluoromethyl)pyridin-2-yl)benzene-1,3-diamine FC=1C=C(C(=C(C1)NC1=NC=CC=C1C(F)(F)F)C)N